NC1=C2NCN(C2=NC(=N1)OCCCC)CC1=CC=C(C=C1)CN1CCC(CC1)C1=CC=C(C=C1)N 6-amino-9-(4-((4-(4-aminophenyl)piperidin-1-yl)methyl)benzyl)-2-butoxy-7H-purin